C(C)N(C=1C=C2CCCC(C2=CC1)=O)CC 6-(diethylamino)-3,4-dihydronaphthalen-1(2H)-one